(2R)-2-(benzyloxycarbonylamino)-6-(tert-butoxycarbonylamino)hexanoic acid C(C1=CC=CC=C1)OC(=O)N[C@@H](C(=O)O)CCCCNC(=O)OC(C)(C)C